ClC1=C(C=CC=C1)CCCC(=O)O 4-(2-chlorophenyl)butanoic acid